C(C)N(C1=CC=C(C(=O)Cl)C=C1)C 4-[ethyl(methyl)amino]benzoyl chloride